N-(2-((6-(3-(2,6-dichloro-3,5-dimethoxyphenyl)-1-methylureido)pyrimidin-4-yl)amino)-5-(4-ethylpiperazin-1-yl)phenyl)acrylamide monohydrochloride salt Cl.ClC1=C(C(=C(C=C1OC)OC)Cl)NC(N(C)C1=CC(=NC=N1)NC1=C(C=C(C=C1)N1CCN(CC1)CC)NC(C=C)=O)=O